tert-butyl 3-((tert-butyldiphenylsilyl) oxy)azetidine-1-carboxylate [Si](C1=CC=CC=C1)(C1=CC=CC=C1)(C(C)(C)C)OC1CN(C1)C(=O)OC(C)(C)C